CC1=NC(=CC=C1N1CCN(CC1)CC=1C=C2NC(C=3N(C2=C(C1)F)N=CC3)=O)C(NCO)=O 7-((4-(2-methyl-6-(N-(hydroxymethyl)carbamoyl)pyridin-3-yl)piperazin-1-yl)methyl)-9-fluoropyrazolo[1,5-a]quinoxalin-4(5H)-one